N-(5-(N-(3-((4-hydroxyphenyl)amino)-3-oxopropyl)hexanamido)pentyl)-benzamide OC1=CC=C(C=C1)NC(CCN(C(CCCCC)=O)CCCCCNC(C1=CC=CC=C1)=O)=O